C(#N)C1=CC(=NC=N1)N1N=C(N=C1[C@H](C)NC(OC(C)(C)C)=O)C tert-butyl N-[(1S)-1-[2-(6-cyanopyrimidin-4-yl)-5-methyl-1,2,4-triazol-3-yl]ethyl]carbamate